1-(7-bromo-8-fluoro-2-(((2R,7aS)-2-fluorotetrahydro-1H-pyrrolizine-7a(5H)-yl)methoxy)quinazoline-4-yl)-3-methylpiperidin-3-ol BrC1=CC=C2C(=NC(=NC2=C1F)OC[C@]12CCCN2C[C@@H](C1)F)N1CC(CCC1)(O)C